C1=CC=C2C(=C1)C3=NC4=NC(=NC5=NC(=NC6=NC(=NC2=N3)C7=CC=CC=C76)C8=CC=CC=C85)C9=CC=CC=C94.[Cu] COPPER PHTHALOCYANINE